6-DIMETHYLAMINO-PYRIDINE-2-CARBALDEHYDE CN(C1=CC=CC(=N1)C=O)C